4-fluoro-1H-benzo[d]imidazole-6-carboxylate FC1=CC(=CC=2NC=NC21)C(=O)[O-]